C1C(CC12CCNCC2)N2C=NC1=CC=C(C=C1C2=O)OC=2C(=C(C=CC2F)NS(=O)(=O)C2CCOCC2)C#N N-[3-[3-(7-azaspiro[3.5]nonan-2-yl)-4-oxo-quinazolin-6-yl]oxy-2-cyano-4-fluoro-phenyl]tetrahydropyran-4-sulfonamide